BrC1=CC(=C(OCCO[Si](C)(C)C(C)(C)C)C=C1I)Cl 2-(4-BROMO-2-CHLORO-5-IODO-PHENOXY)ETHOXY-TERT-BUTYL-DIMETHYL-SILANE